(3-(4-((2-methylpyridin-4-yl)oxy)phenyl)-1,2,4-oxadiazol-5-yl)methacrylic acid CC1=NC=CC(=C1)OC1=CC=C(C=C1)C1=NOC(=N1)C=C(C(=O)O)C